C1(C(C(C(C(C1C(=O)O)C(=O)O)C(=O)O)C(=O)O)C(=O)O)C(=O)O cyclohexane-1,2,3,4,5,6-hexacarboxylic acid